4-azidobutyrate N(=[N+]=[N-])CCCC(=O)[O-]